C(C)(C)(C)OC(C1=NC(=CC=C1C1=CC(=C(C=C1)C)OC1=CC=CC=C1)N1CC2=C(C=CC=C2CC1)C(NC=1SC2=C(N1)C=CC=C2)=O)=O 6-(8-(benzo[d]thiazol-2-ylcarbamoyl)-3,4-dihydroisoquinolin-2(1H)-yl)-3-(4-methyl-3-phenoxyphenyl)picolinic acid tert-butyl ester